2-[(3-amino-6-bromopyridin-2-yl)amino]pyridine-3-carbonitrile NC=1C(=NC(=CC1)Br)NC1=NC=CC=C1C#N